BrC1=C(C(=C(C(=C1)[N+](=O)[O-])Br)F)F 1,4-dibromo-2,3-difluoro-5-nitrobenzene